O1[C@@H](COCC1)[C@H](C)NC=1C(=NC=C(N1)NC1=NNC(=C1)OC(F)F)C#N 3-(((S)-1-((R)-1,4-dioxan-2-yl)ethyl)amino)-5-((5-(difluoromethoxy)-1H-pyrazol-3-yl)amino)pyrazine-2-carbonitrile